C(=O)O.CN1C(C(CC1=O)C(=O)N)C=1C=NC=CC1 1-methyl-5-oxo-2-(pyridin-3-yl)pyrrolidine-3-carboxamide, formate salt